CCC1=C(C=CC(=C1)Br)I 4-bromo-2-ethyliodobenzene